3-Formyl-2,5-dimethoxybenzoic acid methyl ester COC(C1=C(C(=CC(=C1)OC)C=O)OC)=O